BrC=1C=C(C=NC1)N1CC(CC1)C=1C=C(C(=O)NC2=CC(=CC=C2)C(F)(F)F)C=CC1C 3-(1-(5-bromopyridin-3-yl)pyrrolidin-3-yl)-4-methyl-N-(3-(trifluoromethyl)phenyl)benzamide